O=S1(CCN(CC1)C=1C=C(C=NC1)CN1CC2=C(CC1)C(=CS2)C(=O)NC2=CC(=CC=C2)C(F)(F)F)=O 6-((5-(1,1-Dioxidothiomorpholino)Pyridin-3-yl)Methyl)-N-(3-(Trifluoromethyl)Phenyl)-4,5,6,7-Tetrahydrothieno[2,3-c]Pyridin-3-Carboxamid